N-(1-phenylethyl)-4-((2,2,4-trimethyl-1,2-dihydroquinolin-6-yl)methyl)aniline 2,3,4,5-tetrafluorobenzyl-acrylate FC1=C(COC(C=C)=O)C=C(C(=C1F)F)F.C1(=CC=CC=C1)C(C)NC1=CC=C(C=C1)CC=1C=C2C(=CC(NC2=CC1)(C)C)C